BrC1=C2CCCCC2=CC(=C1)OCOC 5-bromo-7-(methoxymethoxy)tetralin